(S)-benzyl 3-methyl-2-(5-(3-(5-(pentan-3-ylcarbamoyl)oxazol-2-yl)phenyl)-1H-pyrazole-3-carboxamido)butanoate CC([C@@H](C(=O)OCC1=CC=CC=C1)NC(=O)C1=NNC(=C1)C1=CC(=CC=C1)C=1OC(=CN1)C(NC(CC)CC)=O)C